2-(1-(1-(2,6-bis(benzyloxy)pyridin-3-yl)-3-methyl-2-oxo-2,3-dihydro-1H-benzo[d]imidazol-5-yl)piperidin-4-yl)propanoate C(C1=CC=CC=C1)OC1=NC(=CC=C1N1C(N(C2=C1C=CC(=C2)N2CCC(CC2)C(C(=O)[O-])C)C)=O)OCC2=CC=CC=C2